2-Fluoro-4-(((5-phenyl-2-(pyridin-2-yl)thieno[2,3-d]pyrimidin-4-yl)amino)methyl)benzenesulfonamide FC1=C(C=CC(=C1)CNC=1C2=C(N=C(N1)C1=NC=CC=C1)SC=C2C2=CC=CC=C2)S(=O)(=O)N